Tert-butyl (2-chloroethyl)(methyl)carbamate ClCCN(C(OC(C)(C)C)=O)C